Cl.ClC1=C(C(=CC(=C1)C1CC1)Cl)N1N=C(C=C1)C=1C=CC(=C(C1)CN)C 5-[1-(2,6-dichloro-4-cyclopropylphenyl)-1H-pyrazol-3-yl]-2-methyl-benzenemethanamine hydrochloride